FC1(CCC=2C1=NC(=CC2CN2C[C@H](CCC2)C)C(=O)[O-])F.[Li+] lithium (S)-7,7-difluoro-4-((3-methylpiperidin-1-yl) methyl)-6,7-dihydro-5H-cyclopenta[b]pyridine-2-carboxylate